ethylenebis(oxy)bisethylene C(COC=C)OC=C